4-[(Z)-(4-amino-8-methoxy-5,5-dimethyl-benzo[h]quinazolin-6-ylidene)amino]oxybutyronitrile NC1=NC=NC=2C3=C(\C(\C(C12)(C)C)=N/OCCCC#N)C=C(C=C3)OC